COC([C@@](N(C(=O)OC(C)(C)C)C1=CC2=C(N=C(O2)C2CC2)C=C1N)(CO)N[C@@H](CCCCN(C(CCCCCCCCCCCCC)=O)C(CCCCCCCCCCCCC)=O)C(=O)O)=O e-dimyristoyl-lysineO-(5-amino-2-cyclopropylbenzo[d]oxazol-6-yl)-N-(t-butoxycarbonyl)-L-serine methyl ester